CC1=CC(=NN1C1=CC=C(CN2C(C=3N(C=4C=NC(=NC24)C2=C(C=CC=C2C)OC)C=CC3)=O)C=C1)C(F)(F)F 5-(4-(5-methyl-3-(trifluoromethyl)-1H-pyrazol-1-yl)benzyl)-3-(2-methoxy-6-methylphenyl)pyrrolo[1,2-f]pteridin-6(5H)-one